(2E)-2-(dimethylaminomethylene)-4,4-dimethyl-3-oxo-piperidine-1-carboxylic acid tert-butyl ester C(C)(C)(C)OC(=O)N1/C(/C(C(CC1)(C)C)=O)=C/N(C)C